3-[(2-methoxypyridin-3-yl)ethynyl]pyridin-4-amine COC1=NC=CC=C1C#CC=1C=NC=CC1N